C(CC)[Sn](N(CC)CC)(N(CC)CC)N(CC)CC n-propyl-tris(diethylamino)tin